2-(((R)-1-(6-methyl-4-oxo-2-((S)-8-oxo-2,9-diazaspiro[5.5]undecan-2-yl)-4H-chromen-8-yl)ethyl)amino)benzoic acid CC=1C=C2C(C=C(OC2=C(C1)[C@@H](C)NC1=C(C(=O)O)C=CC=C1)N1C[C@]2(CCC1)CC(NCC2)=O)=O